N12CNCC(CCC1)C2 1,3-diazabicyclo[3.3.1]nonane